[2H]C(CC1=CNC2=CC=C(C=C12)OC)(N(C)C)[2H] 1,1-dideuterio-2-(5-methoxy-1H-indol-3-yl)-N,N-dimethylethanamine